2-formyl-3,5-dimethoxyphenoxyacetic acid C(=O)C1=C(OCC(=O)O)C=C(C=C1OC)OC